ClC=1C=CC(=C2C=3C(CCCC3N(C12)CCF)C(=O)OCC)OC Ethyl 8-chloro-9-(2-fluoroethyl)-5-methoxy-2,3,4,9-tetrahydro-1H-carbazole-4-carboxylate